6-ethoxy-N-((R)-2-hydroxy-2-((S)-1,2,3,4-tetrahydroisoquinolin-3-yl)ethyl)-2-((1-methyl-1H-pyrazol-4-yl)methyl)-1-oxoisoindoline-5-carboxamide hydrochloride Cl.C(C)OC1=C(C=C2CN(C(C2=C1)=O)CC=1C=NN(C1)C)C(=O)NC[C@H]([C@H]1NCC2=CC=CC=C2C1)O